C1(=CC=CC=C1)C1(CNC1)C(C)O 1-(3-phenylazetidin-3-yl)ethan-1-ol